FC1=C(C#N)C=C(C(=C1)[N+](=O)[O-])F 2,5-difluoro-4-nitrobenzonitrile